N1(CCCC1)C1=CC=C(C=C1)C(=O)C1=CC=C(C=C1)N1CCCC1 Bis(4-(pyrrolidin-1-yl)phenyl)methanone